N1=CN=C(C2=CC=CC=C12)OCCN1CCOCC1 4-(2-(quinazolin-4-yloxy)ethyl)morpholine